ClC=1C(=NC=C(C1)F)CC1CC12N(CCC(C2)C(=O)N)C(=O)C2=NNC(=C2)C2=CC(=NC=C2F)C ((3-chloro-5-fluoropyridin-2-yl)methyl)-4-(5-(5-fluoro-2-methylpyridin-4-yl)-1H-pyrazole-3-carbonyl)-4-azaspiro[2.5]octane-7-carboxamide